ethyl (5-(3-(5-(pentan-3-ylcarbamoyl)oxazol-2-yl)phenyl)-1H-pyrazole-3-carbonyl)-L-phenylalaninate CCC(CC)NC(=O)C1=CN=C(O1)C=1C=C(C=CC1)C1=CC(=NN1)C(=O)N[C@@H](CC1=CC=CC=C1)C(=O)OCC